2,6-bis{2-[(5,5-dipyrrolyl)hexylamino]thiazol-4-yl}pyridine methyl-6-morpholinopicolinate COC(C1=NC(=CC=C1)N1CCOCC1)=O.N1C(=CC=C1)C(CCCCNC=1SC=C(N1)C1=NC(=CC=C1)C=1N=C(SC1)NCCCCC(C)(C=1NC=CC1)C=1NC=CC1)(C)C=1NC=CC1